1-(3,5-dichloro-4-((5-methyl-4-oxo-3,4-dihydro-phthalazin-1-yl)oxy)phenyl)-2,4-dioxo-1,2,3,4-tetrahydropyrimidine-5-carbonitrile ClC=1C=C(C=C(C1OC1=NNC(C2=C(C=CC=C12)C)=O)Cl)N1C(NC(C(=C1)C#N)=O)=O